5-((6-((4'-chloro-5,5-dimethyl-3,4,5,6-tetrahydro-[1,1'-biphenyl]-2-yl)Methyl)-3,6-diazabicyclo[3.1.1]heptan-3-yl)methyl)-2-(2,6-dioxopiperidin-3-yl)isoindoline ClC1=CC=C(C=C1)C1=C(CCC(C1)(C)C)CN1C2CN(CC1C2)CC=2C=C1CN(CC1=CC2)C2C(NC(CC2)=O)=O